3-(1-{4-[2-(3-chloro-4-fluoro-phenyl)-5-methylthiazol-4-yl]-5-cyano-2H-[1,2,3]triazol-2-yl}-ethoxycarbonyloxy)-2,2-dimethyl-propionic acid benzyl ester C(C1=CC=CC=C1)OC(C(COC(=O)OC(C)N1N=C(C(=N1)C=1N=C(SC1C)C1=CC(=C(C=C1)F)Cl)C#N)(C)C)=O